5-[2-(2,4-difluorophenoxy)-5-methylsulfonylphenyl]-3-fluoro-1-methylpyridin-2-one FC1=C(OC2=C(C=C(C=C2)S(=O)(=O)C)C=2C=C(C(N(C2)C)=O)F)C=CC(=C1)F